C(C)(C)(C)OC(=O)N1C=C(C2=C(C=CC=C12)F)CCO 4-Fluoro-3-(2-hydroxyethyl)-1H-indole-1-carboxylic acid tert-butyl ester